IC=1N=CSC1NC(OC(C)(C)C)=O tert-butyl (4-iodothiazol-5-yl)carbamate